[C@H]1(CCC2=CC=CC=C12)NC(\C=C\C1=CC=C2C=NNC2=C1)=O (R,E)-N-(2,3-Dihydro-1H-inden-1-yl)-3-(1H-indazol-6-yl)acrylamid